methyl (2-amino-2-methylpropyl)(1-(4-fluoro-3-(trifluoromethoxy)phenyl)cyclopropyl)carbamate NC(CN(C(OC)=O)C1(CC1)C1=CC(=C(C=C1)F)OC(F)(F)F)(C)C